(E)-1,3-bis(pyridin-2-yl)prop-2-en-1-one N1=C(C=CC=C1)C(\C=C\C1=NC=CC=C1)=O